(1R,3s,5S)-6,6-dimethylbicyclo[3.1.0]hexan-3-yl N-{[2-(2,6-dioxopiperidin-3-yl)-3-oxo-2,3-dihydro-1H-isoindol-5-yl]methyl}carbamate O=C1NC(CCC1N1CC2=CC=C(C=C2C1=O)CNC(OC1C[C@H]2C([C@H]2C1)(C)C)=O)=O